FC1=CC=C(C=C1)[C@@H]1N(CCC2=CC=CC=C12)C=1OCC(N1)C1CCNCC1 2-((S)-1-(4-fluorophenyl)-3,4-dihydroisoquinolin-2(1H)-yl)-4-(piperidin-4-yl)-4,5-dihydrooxazole